CN(C(/C=C/CC[C@H](C(=O)NC=1C(N(C=CC1)CC=1N(C2=CC=C(C=C2C1)F)CC)=O)CN(C([O-])=O)C)=O)C (S,E)-7-(Dimethylamino)-1-((1-((1-ethyl-5-fluoro-1H-indol-2-yl)methyl)-2-oxo-1,2-dihydropyridin-3-yl)amino)-1,7-dioxohept-5-en-2-yl-dimethylcarbamat